COC(=O)C=1[C@H](OC2=C(C1)C=C(C=C2C([2H])([2H])O)Cl)C(F)(F)F (S)-6-chloro-8-(hydroxymethyl-d2)-2-trifluoromethyl-2H-benzopyran-3-carboxylic acid methyl ester